3,3-bis(4-methoxyphenyl)-11-phenyl-13-hydroxy-13-methyl-3h,13h-indeno[2',3':3,4]naphtho[1,2-b]pyran COC1=CC=C(C=C1)C1(C=CC2=C(O1)C=1C=CC=CC1C1=C2C(C2=CC(=CC=C21)C2=CC=CC=C2)(C)O)C2=CC=C(C=C2)OC